FC(N1C(=NC2=C(C=C(C=C2C1=O)F)[C@@H](C)NC1=C(C=CC=C1)S(=O)(=O)C)N1CCOCC1)F 3-(difluoromethyl)-6-fluoro-8-[(1R)-1-(2-methylsulfonylanilino)ethyl]-2-morpholino-quinazolin-4-one